N-acetyl-N'-caffeoyl-butanediamine C(C)(=O)NC(CCC)NC(\C=C\C1=CC(O)=C(O)C=C1)=O